ClC1=C(C=NN1C)S(=O)(=O)N1C[C@H]([C@@H](CC1)C=1C(=CC=2N(C1)N=CN2)C)OC |r| (rac)-6-(trans-1-((5-chloro-1-methyl-1H-pyrazol-4-yl)sulfonyl)-3-methoxypiperidin-4-yl)-7-methyl-[1,2,4]triazolo[1,5-a]pyridine